4-(2-(trifluoromethyl)benzoyl)-1-((2-(trimethylsilyl)ethoxy)methyl)-1H-pyrrole-2-carboxylic acid FC(C1=C(C(=O)C=2C=C(N(C2)COCC[Si](C)(C)C)C(=O)O)C=CC=C1)(F)F